CO[Si](C(C)C1=C(C(=C(C=C1)[SiH](C)C)CC[SiH2]C(NCCC[Si](C)(OCC)OCC)NCCC[Si](OCC)(OCC)C)[SiH](C)C)(OC)OC 1-trimethoxysilylethyldimethylsilyl-2-bis(methyldiethoxysilylpropylamino)methylsilylethyldimethylsilylbenzene